CN1C(=NN=C1)CC1(COC1)C1=CC=C2CN(C(C2=C1)=O)C1=CC(=CC(=C1)C(F)(F)F)CN1C[C@H](CCC1)C (S)-6-(3-((4-Methyl-4H-1,2,4-triazol-3-yl)methyl)oxetan-3-yl)-2-(3-((3-methyl-piperidin-1-yl)methyl)-5-(trifluoromethyl)phenyl)isoindolin-1-one